6-[4-(Cyclopropylmethoxy)phenyl]-N-[(2-oxo-1H-pyridin-3-yl)sulfonyl]-2-(2,4,6-trimethylphenoxy)pyridin-3-carboxamid C1(CC1)COC1=CC=C(C=C1)C1=CC=C(C(=N1)OC1=C(C=C(C=C1C)C)C)C(=O)NS(=O)(=O)C=1C(NC=CC1)=O